NC1CN(C1)[C@H](C(=O)N[C@H]1CN(C[C@H](C1)C)C1=C2N=CC=NC2=C(C=C1)C(F)(F)F)C (2S)-2-(3-Aminoazetidin-1-yl)-N-[(3R,5S)-5-methyl-1-[8-(trifluoromethyl)quinoxalin-5-yl]piperidin-3-yl]propanamide